ethyl 3-phenyl-1,2,4-oxadiazole-5-carboxylate C1(=CC=CC=C1)C1=NOC(=N1)C(=O)OCC